1,8-dicyanooxynaphthalene C(#N)OC1=CC=CC2=CC=CC(=C12)OC#N